FC(F)F.FC(F)F.[Li] lithium bis-trifluoro-methane